tert-butyl (1R,5S)-1-((methoxy-d3)methyl)-3-trityl-3,8-diazabicyclo[3.2.1]octane-8-carboxylate C(OC[C@]12CN(C[C@H](CC1)N2C(=O)OC(C)(C)C)C(C2=CC=CC=C2)(C2=CC=CC=C2)C2=CC=CC=C2)([2H])([2H])[2H]